FC1=CC=C(OC=2C=CC=3C4=C(NC3C2)CCNCC4)C=C1 8-(4-fluorophenoxy)-1,2,3,4,5,6-hexahydroazepino[4,5-b]indole